4-(4-Benzylpiperazin-1-yl)-1-(3-(2-methoxyethoxy)propyl)-3-nitro-1,5-naphthyridine C(C1=CC=CC=C1)N1CCN(CC1)C1=C(CN(C2=CC=CN=C12)CCCOCCOC)[N+](=O)[O-]